C(N)(=O)C1=CSC2=C1N=CN=C2NCC2=CC=C(C=C2)B(O)O 4-[([7-carbamoylthieno[3,2-d]pyrimidin-4-yl]amino)-methyl]phenylboronic acid